COC(=O)C1=NC(=CC(=C1)/C(/N)=N/O)OC(C)C (Z)-4-(N'-hydroxycarbamimidoyl)-6-isopropoxypyridine-2-carboxylic acid methyl ester